4-bromo-5-chloro-N-(ethylsulfanylcarboimidoyl)-2,3-difluoro-benzamide BrC1=C(C(=C(C(=O)NC(=N)SCC)C=C1Cl)F)F